[N+](=O)([O-])C=1C=C(CNC=2C(=NC=CN2)C(=O)N)C=CC1 3-[(3-Nitrobenzyl)amino]pyrazine-2-carboxamide